ClC=1C2=CN(N=C2C=CC1B1OC(C(O1)(C)C)(C)C)CC 4-chloro-2-ethyl-5-(4,4,5,5-tetra-methyl-1,3,2-dioxaborolan-2-yl)-2H-indazole